4-ethoxy-2-(hexahydropyrrolo[3,4-c]pyrrol-2(1H)-yl)-N-(2-methylimidazo[1,2-a]pyrazin-6-yl)pyrimidine-5-carboxamide hydrogen chloride Cl.C(C)OC1=NC(=NC=C1C(=O)NC=1N=CC=2N(C1)C=C(N2)C)N2CC1CNCC1C2